2-(9-hydroxynonyl)isoindoline OCCCCCCCCCN1CC2=CC=CC=C2C1